1-(4-(2-(3,4-dimethoxyphenyl)-3-ethyl-1H-indol-5-yl)piperidin-1-yl)-2-((2-hydroxypropyl)amino)ethan-1-one COC=1C=C(C=CC1OC)C=1NC2=CC=C(C=C2C1CC)C1CCN(CC1)C(CNCC(C)O)=O